benzyl ((2-(3,5-dichlorophenyl)-6-((2-(4-(3-(methylsulfonyl)propyl)piperazin-1-yl)pyrimidin-5-yl)oxy)pyridin-4-yl)methyl)(methyl)carbamate ClC=1C=C(C=C(C1)Cl)C1=NC(=CC(=C1)CN(C(OCC1=CC=CC=C1)=O)C)OC=1C=NC(=NC1)N1CCN(CC1)CCCS(=O)(=O)C